N-(5-(2-methyl-5-(3,3,3-trifluoro-2-hydroxy-2-methylpropoxy)pyridin-4-yl)pyrazolo[1,5-a]pyridin-2-yl)cyclopropanecarboxamide CC1=NC=C(C(=C1)C1=CC=2N(C=C1)N=C(C2)NC(=O)C2CC2)OCC(C(F)(F)F)(C)O